O[C@@H](C)C=1N(C=CN1)CC1=NOC(=C1)C1=CC=C(C=C1)C#CC=1C=CC(=NC1)CNCC(=O)N (S)-2-(((5-((4-(3-((2-(1-hydroxyethyl)-1H-imidazol-1-yl)methyl)isoxazole-5-yl)phenyl)ethynyl)pyridin-2-yl)methyl)amino)acetamide